4-(2-((1H-indol-2-yl)sulfonyl)-2,8-diazaspiro[4.5]decan-8-yl)phenol N1C(=CC2=CC=CC=C12)S(=O)(=O)N1CC2(CC1)CCN(CC2)C2=CC=C(C=C2)O